FC(C1=CC2=C(C=N1)OC(=N2)S)(F)F 6-(trifluoromethyl)oxazolo[5,4-c]pyridine-2-thiol